O[C@@H](CNC(=O)C1=CC2=C(N=CN2)C=C1)CO benzoimidazole-5-carboxylic acid ((S)-2,3-dihydroxy-propyl)-amide